phenol diacrylate C(C=C)(=O)O.C(C=C)(=O)O.C1(=CC=CC=C1)O